[O].[Si].[Ni].[Co] cobalt-nickel silicon oxygen